[(2-{[2-(bis-carboxymethyl-amino)-cyclohexyl]-carboxymethyl-amino}-ethyl)-carboxymethyl-amino]-acetic acid C(=O)(O)CN(C1C(CCCC1)N(CCN(CC(=O)O)CC(=O)O)CC(=O)O)CC(=O)O